C(C)OC(=O)C=1N(C=CC1)NCC1=C(C=C(C=C1)OC)C1OCCO1 ((4-methoxy-2-(1,3-dioxolan-2-yl)benzyl)amino)-1H-pyrrole-2-carboxylic acid ethyl ester